O1C(=NC2=C1C=CC=C2)C(=O)N2CCC(CC2)C2=C(C=CC=C2)C(F)(F)F Benzo[d]oxazol-2-yl-(4-(2-(trifluoromethyl)phenyl)piperidin-1-yl)methanone